3-chloro-2-(1-methyl-1H-imidazol-2-yl)-6-(trifluoromethyl)imidazo[1,2-a]pyridine ClC1=C(N=C2N1C=C(C=C2)C(F)(F)F)C=2N(C=CN2)C